C(C)OC1=NC(=NC=C1C(NC1=CC2=CN(N=C2C(=C1)F)C)=O)N1C[C@H](N([C@H](C1)C)C(=O)OC(C)(C)C)C tert-butyl (2R,6S)-4-(4-ethoxy-5-((7-fluoro-2-methyl-2H-indazol-5-yl)carbamoyl)pyrimidin-2-yl)-2,6-dimethylpiperazine-1-carboxylate